ClC=1C=C2C=NC(=NC2=CC1N1CCN(CC1)C1CC(C1)(F)F)NC=1C=NN(C1Cl)C1CC1 6-chloro-N-(5-chloro-1-cyclopropyl-1H-pyrazol-4-yl)-7-(4-(3,3-difluorocyclobutyl)piperazin-1-yl)quinazolin-2-amine